α,4-dimethyl-styrene CC(=C)C1=CC=C(C=C1)C